OCC=1C=CC=C2CCCC12 7-(hydroxymethyl)-2,3-dihydro-1H-inden